ClC1=C(C2=C(NC(C(=C2O)C=2C=C(C#N)C=CC2)=O)S1)C=1C=C2CCCCC2=CC1 3-(2-chloro-4-hydroxy-6-oxo-3-tetrahydronaphthalen-6-yl-7H-thieno[2,3-b]pyridin-5-yl)benzonitrile